N4-cyclopropyl-N2-(1-((2-methoxyethyl)sulfonyl)-1H-indazol-4-yl)-5-(trifluoromethyl)pyrimidine-2,4-diamine C1(CC1)NC1=NC(=NC=C1C(F)(F)F)NC1=C2C=NN(C2=CC=C1)S(=O)(=O)CCOC